IC=1C(=C(C=CC1)S(=O)(=O)[O-])[N+](=O)[O-].[Na+] Sodium 3-iodo-2-nitrobenzene-1-sulfonate